C(CC(O)(C(=O)[O-])CC(=O)[O-])(=O)[O-].C(CC(O)(C(=O)[O-])CC(=O)[O-])(=O)[O-].[Mg+2].[Mg+2].[Mg+2].[Mg+2] Magnesium Tri-Magnesium dicitrat